BrCC1=CC(=C(C(=C1)OC)S(=O)(=O)NC1=NOC2=C1C(=CC=C2)OC)OC 4-(bromomethyl)-2,6-dimethoxy-N-(4-methoxybenzo[d]isoxazol-3-yl)benzenesulfonamide